CC1N(CCN(C1)C(=O)C1=C(C=C(C=C1)OC)F)C(=O)C1=C(C=C(C=C1)OC)F (2-methylpiperazine-1,4-diyl)bis((2-fluoro-4-methoxyphenyl)methanone)